BrC=1C(=NC(=NC1)NC1=C(C=C(C(=C1)C)N1CCC(CC1)N1CCN(CC1)C)OC)NC=1C=C(C=C2CCCC(C12)=O)F 8-((5-Bromo-2-((2-methoxy-5-methyl-4-(4-(4-methylpiperazin-1-yl)piperidin-1-yl)phenyl)amino)pyrimidin-4-yl)amino)-6-fluoro-3,4-dihydronaphthalen-1(2H)-one